COC1=CC=C(COC=2C(=C(C=CC2)NS(=O)(=O)C)[N+](=O)[O-])C=C1 (3-((4-methoxybenzyl)oxy)-2-nitrophenyl)(methyl)sulfonamide